C(C)(=O)C1=C(C2=C(N=C(N=C2)NC2=NC=C(C=C2)N2CCC(CC2)C2=CC=C(C=C2)CCl)N(C1=O)C1CCCC1)C 6-acetyl-2-((5-(4-(4-(chloromethyl)phenyl)piperidin-1-yl)pyridin-2-yl)amino)-8-cyclopentyl-5-methylpyrido[2,3-d]pyrimidin-7(8H)-one